O=C1NC(CCC1N1C(C2=CC=CC(=C2C1=O)N[C@@H](C)C1=CC=C(C=C1)SC)=O)=O 2-(2,6-dioxopiperidin-3-yl)-4-(((S)-1-(4-(methylthio)phenyl)ethyl)amino)isoindoline-1,3-dione